N1N=NN=C1C=1C=C(C=CC1)N1C2=C(NC(CC1=O)=O)C1=CC=CC=C1C=C2 5-[3-(1H-tetrazol-5-yl)phenyl]-1H-naphtho[1,2-b][1,4]diazepin-2,4(3H,5H)-dione